6-(2-{1-[3,5-bis(trifluoromethyl)benzamido]ethyl}-3H-imidazo[4,5-b]pyridin-3-yl)-N,N-dimethylnicotinamide FC(C=1C=C(C(=O)NC(C)C2=NC=3C(=NC=CC3)N2C2=NC=C(C(=O)N(C)C)C=C2)C=C(C1)C(F)(F)F)(F)F